S-(2,2,2-trifluoroethyl) ethanethioate C(C)(SCC(F)(F)F)=O